O1S(C=CCN1)(=O)=O 5,6-dihydro-1,2,6-oxathiazine-2,2-dioxide